ClC=1C=CC(=C(C1)C=1N=CC=2OCCN(C2N1)C1=C2C(=NC=C1)NN=C2)F 2-(5-chloro-2-fluorophenyl)-8-(1H-pyrazolo[3,4-b]pyridin-4-yl)-7,8-dihydro-6H-pyrimido[5,4-b][1,4]oxazine